CN1C(C2(C=3C1=CC=1C(=NN=C(C1C3)C)N[C@H](C)C3=CC(=CC(=C3)F)C(CO)(F)F)CCCC2)=O 1',5'-dimethyl-8'-[[(1R)-1-[3-(1,1-difluoro-2-hydroxy-ethyl)-5-fluoro-phenyl]ethyl]amino]spiro[cyclopentane-1,3'-pyrrolo[2,3-g]phthalazine]-2'-one